(R)-4-(3H-[1,2,3]triazolo[4,5-b]pyridin-3-yl)-N-(7-cyanoisoquinolin-1-yl)-2-fluoro-N-(piperidin-3-yl)benzamide N1=NN(C2=NC=CC=C21)C2=CC(=C(C(=O)N([C@H]1CNCCC1)C1=NC=CC3=CC=C(C=C13)C#N)C=C2)F